6-bromo-7-methyl-1,2,3,4-tetrahydronaphthalene BrC=1C=C2CCCCC2=CC1C